2-(2-(8-oxa-3-azabicyclo[3.2.1]octan-3-yl)ethyl)isoindoline-1,3-dione C12CN(CC(CC1)O2)CCN2C(C1=CC=CC=C1C2=O)=O